C(C)(C)(C)OC(=O)N1C[C@H](N(CC1)C(C1=CC=CC=C1)C=1N=NN(N1)CCC#N)C (3R)-4-((2-(2-cyanoethyl)-2H-tetrazol-5-yl)(phenyl)methyl)-3-methylpiperazine-1-carboxylic acid tert-butyl ester